FC=1C(=CC=C2C=C(C(=NC12)OCC1=CC=C(C=C1)OC)C(=O)OCC)C1(CCC1)C ethyl 8-fluoro-2-((4-methoxybenzyl)oxy)-7-(1-methylcyclobutyl)quinoline-3-carboxylate